naphthobenzophenyl(naphthobenzothiophenyl)anthracene C1=CC=CC=2C3=C(C=C(C21)C2=C(C1=CC4=CC=CC=C4C=C1C=C2)C2=CSC=1C2=CC=C2C1C=CC1=CC=CC=C12)C1=CC=CC=C1C=C3